5-(4-((3-chlorophenyl)amino)quinazolin-6-yl)nicotinonitrile ClC=1C=C(C=CC1)NC1=NC=NC2=CC=C(C=C12)C=1C=NC=C(C#N)C1